C(C1=CC=CC=C1)N1CC=2C(N(C=3N(C2CC1)CCN3)CC3=CC=C(C=C3)Br)=O 7-benzyl-4-(4-bromobenzyl)-2,4,6,7,8,9-hexahydroimidazo[1,2-a]pyrido[3,4-E]pyrimidin-5(1H)-one